N1C=C(C2=NC=CC=C21)C#N Pyrrolo[3,2-b]Pyridine-3-carbonitrile